2-methoxyazelate COC(C(=O)[O-])CCCCCCC(=O)[O-]